1-(3-fluoro-4-(5-(trifluoromethyl)-1,2,4-oxadiazol-3-yl)phenyl)-2-(4-methoxyphenoxy)ethan-1-one FC=1C=C(C=CC1C1=NOC(=N1)C(F)(F)F)C(COC1=CC=C(C=C1)OC)=O